nonyldecyldimethylamine oxide C(CCCCCCCC)C[N+](C)(CCCCCCCCCC)[O-]